C(C)(C)OC(=O)N1CCN(CC1)C1=NC=2N(C=C1)N=CC2C=2C(=NC(=CC2)OC)F 4-(3-(2-fluoro-6-methoxypyridin-3-yl)pyrazolo[1,5-a]pyrimidin-5-yl)piperazine-1-carboxylic acid isopropyl ester